3,3',3'',3'''-(4-(4,6-diphenyl-1,3,5-triazin-2-yl)pyridine-2,3,5,6-tetrayl)tetrakis(9-phenyl-9H-carbazole) C1(=CC=CC=C1)C1=NC(=NC(=N1)C1=CC=CC=C1)C1=C(C(=NC(=C1C=1C=CC=2N(C3=CC=CC=C3C2C1)C1=CC=CC=C1)C=1C=CC=2N(C3=CC=CC=C3C2C1)C1=CC=CC=C1)C=1C=CC=2N(C3=CC=CC=C3C2C1)C1=CC=CC=C1)C=1C=CC=2N(C3=CC=CC=C3C2C1)C1=CC=CC=C1